(R)-N-((S)-1-(5-(((S)-1,1-dimethyl-2,3-dihydro-1H-inden-2-yl)amino)pyridin-2-yl)-2,2,2-trifluoroethyl)-N-methylpyrrolidine-3-carboxamide CC1([C@H](CC2=CC=CC=C12)NC=1C=CC(=NC1)[C@@H](C(F)(F)F)N(C(=O)[C@H]1CNCC1)C)C